C(C)(=O)OCC(F)(F)C1=CN(C=2CCC([C@H](C12)O)(F)F)C1=CC(=C(C=C1)F)C(F)F (S)-2-(1-(3-(Difluoromethyl)-4-fluorophenyl)-5,5-difluoro-4-hydroxyl-4,5,6,7-tetrahydro-1H-indol-3-yl)-2,2-difluoroethyl acetate